(2-(4-methoxybenzyl)-3,3-dimethyl-1-oxoisoquinolin-5-yl)carbamic acid tert-butyl ester C(C)(C)(C)OC(NC1=C2CC(N(C(C2=CC=C1)=O)CC1=CC=C(C=C1)OC)(C)C)=O